N1CCC2(CC1)C(C=1C(=NC=3C=CC=CC3C1)C2)N dihydrospiro[cyclopenta[b]quinoline-2,4'-piperidin]-1-amine